C(C)(C)(C)OC(=O)N1CC=C(CC1(C)C)OS(=O)(=O)C(F)(F)F 6,6-dimethyl-4-(((trifluoromethyl)sulfonyl)oxy)-5,6-dihydropyridine-1(2H)-carboxylic acid tert-butyl ester